4-[1-(5-chloro-4-methoxy-pyrimidin-2-yl)piperidine-4-carbonyl]-3,5-dihydro-2H-pyrido[3,4-f][1,4]oxazepine-9-carbonitrile ClC=1C(=NC(=NC1)N1CCC(CC1)C(=O)N1CCOC2=C(C1)C=NC=C2C#N)OC